tert-Butyl (R)-10-((4-(difluoromethyl)-6-oxopyrimidin-1(6H)-yl)methyl)-7-azaspiro[4.5]decane-7-carboxylate FC(C=1N=CN(C(C1)=O)C[C@@H]1CCN(CC12CCCC2)C(=O)OC(C)(C)C)F